ClC=1C=C(C=CC1F)C(N[S@](=O)C(C)(C)C)C1=NC(=CC=C1)C#N (R)-N-((3-chloro-4-fluorophenyl)(6-cyanopyridin-2-yl)methyl)-2-methylpropane-2-sulfinamide